2-((6aS)-8-(pyrrolidin-3-yl)-6,6a,7,8,9,10-hexahydro-5H-pyrazino[1',2':4,5]pyrazino[2,3-c]pyridazin-2-yl)phenol N1CC(CC1)N1C[C@H]2N(C=3C(=NN=C(C3)C3=C(C=CC=C3)O)NC2)CC1